FC(C[C@@H](C(=O)NC1=NC=CC(=C1)C1=C(C2=NC(=CC(=C2N1)O[C@@H]1COCC1)F)C1=NC=CC=C1)C1=CC=C(C=C1)F)F |&1:3| (2RS)-4,4-difluoro-N-{4-[5-fluoro-7-{[(3S)-oxolan-3-yl]oxy}-3-(pyridin-2-yl)-1H-pyrrolo[3,2-b]pyridin-2-yl]pyridin-2-yl}-2-(4-fluorophenyl)butanamide